OP(O)OP(O)O.C([C@H](O)[C@H](O)CO)O erythritol diphosphite